(6-(2-hydroxy-4-ethynylphenyl)-5-methyl-1,2,4-triazin-3-yl)-2-(methylamino)acetamide OC1=C(C=CC(=C1)C#C)C1=C(N=C(N=N1)C(C(=O)N)NC)C